BrC1=CC(=C(N(CC2=CC=C(C=C2)OC)CC2=CC=C(C=C2)OC)C=C1)F 4-bromo-2-fluoro-N,N-bis[(4-methoxyphenyl)methyl]aniline